SS sulphydryl thiol